(S)-5-bromo-1,2,3,4-tetrahydronaphthalen-1-amine BrC1=C2CCC[C@@H](C2=CC=C1)N